BrC1=C(C=C(C=C1)C(F)F)NC(=O)N1C[C@](CC1)(C1=NC=NS1)C1=CC(=C(C=C1)C)F |o1:15| (R or S)-N-(2-bromo-5-(difluoromethyl)phenyl)-3-(3-fluoro-4-methylphenyl)-3-(1,2,4-thiadiazol-5-yl)pyrrolidine-1-carboxamide